CC=1C=C(C=C(C1O)C(C)(C)C)CCC(=O)[O-] β-(3-methyl-5-tert-butyl-4-hydroxyphenyl)propionate